3-(4-fluoro-4'-cyano-2',5,6'-trimethyl-[1,1'-biphenyl]-3-yl)propionic acid FC1=C(C=C(C=C1C)C1=C(C=C(C=C1C)C#N)C)CCC(=O)O